OC=1C=C(C=CC1)C=1C(OC2=CC=C(C=C2C1C)O)C1=CC=C(C=C1)C#CCN1CCCCC1 3-(3-hydroxyphenyl)-4-methyl-2-[4-(3-piperidin-1-ylprop-1-ynyl)phenyl]-2H-chromen-6-ol